4-(2-(1H-imidazol-1-yl)ethoxy)-3-methoxybenzaldehyde N1(C=NC=C1)CCOC1=C(C=C(C=O)C=C1)OC